C(C)(C)C1=NOC(=N1)N1CCC(CC1)[C@H](C)OC=1SC2=NC(=CC=C2N1)C1=CC=C(C=C1)S(=O)(=O)C (S)-3-isopropyl-5-(4-(1-((5-(4-(methylsulfonyl)phenyl)thiazolo[5,4-b]pyridin-2-yl)oxy)ethyl)piperidin-1-yl)-1,2,4-oxadiazole